oxocarbinol O=CO